(2-(furo[3,2-c]pyridin-4-yl)propan-2-yl)-2-(1-methylpiperidin-2-yl)acetamide O1C=CC=2C(=NC=CC21)C(C)(C)C(C(=O)N)C2N(CCCC2)C